3-((tert-butyldimethylsilyl)oxy)-N-methyl-N-(2-(4-methylpiperazin-1-yl)-5-nitrobenzyl)propan-1-amine [Si](C)(C)(C(C)(C)C)OCCCN(CC1=C(C=CC(=C1)[N+](=O)[O-])N1CCN(CC1)C)C